C(C=1C(C(=O)[O-])=CC=CC1)(=O)OCCCC(=O)O mono-3-carboxypropyl phthalate